1,2,3,4,7,8,9-heptachlorodibenzofuran ClC1=C(C(=C(C=2OC3=C(C21)C(=C(C(=C3)Cl)Cl)Cl)Cl)Cl)Cl